FC(C1=CC=C(C=C1)C=1N=NN(C1)S(=O)(=O)C1=CC=C(C)C=C1)(F)F 4-trifluoromethylphenyl-1-p-toluenesulfonyl-1,2,3-triazole